(S)-N-(2-chloro-4-fluorobenzyl)-5-fluoro-8-methylene-5,6,7,8-tetrahydroquinoline-5-carboxamide ClC1=C(CNC(=O)[C@]2(C=3C=CC=NC3C(CC2)=C)F)C=CC(=C1)F